8-octylbenzo[1,2-b:4,5-b']dithiophene C(CCCCCCC)C1=C2SC=CC2=CC=2SC=CC21